3-[5-bromo-2-(4-morpholin-4-ylphenylamino)-pyrimidin-4-ylamino]-benzo[b]thiophene-2-carboxylic acid hydroxyamide ONC(=O)C1=C(C2=C(S1)C=CC=C2)NC2=NC(=NC=C2Br)NC2=CC=C(C=C2)N2CCOCC2